ClC=1C(=C(C=CC1Cl)NC1=NC=NC2=CC(=C(C=C12)OC1CCC(CC1)CN1C2CN(CC1C2)C=2C=C1CN(CC1=CC2)C2C(NC(CC2)=O)=O)OC)F 5-(6-((4-((4-((3,4-dichloro-2-fluorophenyl)amino)-7-methoxyquinazolin-6-yl)oxy)cyclohexyl)Methyl)-3,6-diazabicyclo[3.1.1]heptane-3-yl)-2-(2,6-dioxopiperidin-3-yl)isoindoline